6-(2,7-dimethyl-2H-indazol-5-yl)-N-methyl-N-(piperidin-4-yl)[1,3]thiazolo[4,5-c]pyridin-2-amine CN1N=C2C(=CC(=CC2=C1)C1=CC2=C(C=N1)N=C(S2)N(C2CCNCC2)C)C